ClC1=CC=C(C=C1)C=1N(N=C2C=CC=CC12)C1=CC=CC=C1 3-(4-chlorophenyl)-2-phenyl-2H-indazole